ClC=1C=C2C(=NC(=NC2=C(C1C1=C2C=NN(C2=CC=C1)C)F)OCC1(CC1)CN1CCCC1)N1CCC2(CN(C2)C(C=C)=O)CC1 1-(7-(6-chloro-8-fluoro-7-(1-methyl-1H-indazol-4-yl)-2-((1-(pyrrolidin-1-ylmethyl)cyclopropyl)methoxy)quinazolin-4-yl)-2,7-diazaspiro[3.5]nonan-2-yl)prop-2-en-1-one